NCCCN(CCCN)CCCN N,N-bis(3-aminopropyl)propane-1,3-diamine